2,3-dihydro-1H-pyrrolo[2,1-a]isoindol-5(9bH)-one C1CCN2C1C1=CC=CC=C1C2=O